FC=1C=CC(=C2CCC(NC12)=O)O 8-fluoro-5-hydroxy-3,4-dihydro-1H-quinolin-2-one